BrC1=C(C=CC=2C(N(S(C21)(=O)=O)CC2=CC=C(C=C2)OC)=O)F 7-bromo-6-fluoro-2-(4-methoxybenzyl)benzo[d]isothiazol-3(2H)one-1,1-dioxide